C(=O)C1=CC=C(OCCN2CCN(CC2)C(=O)OCC2=CC(=CC(=C2)Cl)Cl)C=C1 3,5-dichlorobenzyl 4-(2-(4-formylphenoxy)ethyl)piperazine-1-carboxylate